CC=1N=C2N(N=C(C=C2C)C=2N=C3N(C(C2)=O)C=C(S3)N3CC(NCC3)(C)C)C1 7-(2,8-dimethylimidazo[1,2-b]Pyridazin-6-yl)-2-(3,3-dimethylpiperazin-1-yl)thiazolo[3,2-a]Pyrimidin-5-one